ISOXAZOLIDINE O1NCCC1